5-[4-[[1-(2-chloroethyl)-4-piperidyl]methyl]-1-piperidyl]-2-(2,6-dioxo-3-piperidyl)isoindoline-1,3-dione ClCCN1CCC(CC1)CC1CCN(CC1)C=1C=C2C(N(C(C2=CC1)=O)C1C(NC(CC1)=O)=O)=O